2-chloro-N-[(3R,4S)-1-(3,5-difluoropyridine-4-carbonyl)-4-fluoropyrrolidin-3-yl]benzamide ClC1=C(C(=O)N[C@@H]2CN(C[C@@H]2F)C(=O)C2=C(C=NC=C2F)F)C=CC=C1